silicon, carbonate salt C([O-])([O-])=O.[Si+4].C([O-])([O-])=O